C(C)(C)C=1C=C(C=CC1)NC1=C(N=C2N1C=CN=C2)C2=NC=NC=C2 N-(3-isopropylphenyl)-2-(pyrimidin-4-yl)imidazo[1,2-a]pyrazin-3-amine